ClC=1NC(C=2C(N1)=NN(C2)C=2C(=NN(C2C)C(C)C)C)=O 6-chloro-2-(1-isopropyl-3,5-dimethyl-1H-pyrazol-4-yl)-2,5-dihydro-4H-pyrazolo[3,4-d]pyrimidine-4-on